N-(2-carbamoyl-4-chloro-6-methyl-phenyl)-2-(3-chloro-2-pyridyl)-5-(methylsulfonylmethyl)pyrazole-3-carboxamide C(N)(=O)C1=C(C(=CC(=C1)Cl)C)NC(=O)C=1N(N=C(C1)CS(=O)(=O)C)C1=NC=CC=C1Cl